C(#N)C1=CC=C(C=C1)C=1SC(=CN1)CNC(=O)C1=CC2=C(S(C3=C(C(N2)=O)C=CC=C3)(=O)=O)C=C1OC N-((2-(4-cyanophenyl)thiazol-5-yl)methyl)-7-methoxy-11-oxo-10,11-dihydrodibenzo[b,f][1,4]thiazepine-8-carboxamide 5,5-dioxide